7-bromo-6,8-difluoro-3,3-dimethyl-3,4-dihydroquinoxaline-2(1H)-thione BrC1=C(C=C2NC(C(NC2=C1F)=S)(C)C)F